[Cu].[Sn].[Ca].[Pb] lead calcium-tin-copper